6-(4-(((4-(((tert-butyldimethylsilyl)oxy)methyl)pyridin-2-yl)methyl)amino)-2-(methylamino)-7-Tosyl-7H-pyrrolo[2,3-d]pyrimidin-5-yl)quinoline-3-thiol [Si](C)(C)(C(C)(C)C)OCC1=CC(=NC=C1)CNC=1C2=C(N=C(N1)NC)N(C=C2C=2C=C1C=C(C=NC1=CC2)S)S(=O)(=O)C2=CC=C(C)C=C2